3-(9-((4-(aminomethyl)-2-methylphenyl)carbamoyl)-4,5-dihydrobenzo[b]thieno[2,3-d]oxepin-8-yl)-6-(((1-(hydroxymethyl)cyclopropyl)methyl)carbamoyl)picolinic acid NCC1=CC(=C(C=C1)NC(=O)C1=CC2=C(OCCC3=C2SC=C3)C=C1C=1C(=NC(=CC1)C(NCC1(CC1)CO)=O)C(=O)O)C